7-fluoro-4-(2-morpholinoethyl)-1-thioxo-2,4-dihydro-[1,2,4]triazolo[4,3-a]quinazolin-5(1H)-one FC=1C=C2C(N(C=3N(C2=CC1)C(NN3)=S)CCN3CCOCC3)=O